C(C)(C)(C)OOC1(CC(CC(C1)C)(C)C)OOC(C)(C)C 1,1-di(t-butylperoxy)3,3,5-trimethyl-cyclohexane